C[C@H](C1=CC=CC=C1)[NH-] (R)-(α-methylbenzyl)amide